C(C)(C)C=1C=C(C=C(C1)C(C)C)B(O)O (3,5-diisopropylphenyl)boronic acid